2,3,4-trimethoxybenzylpiperazine COC1=C(CN2CCNCC2)C=CC(=C1OC)OC